3-[[5-(2,3-Dichlorophenyl)-1H-tetrazol-1-yl]methyl]pyridine hydrochloride Cl.ClC1=C(C=CC=C1Cl)C1=NN=NN1CC=1C=NC=CC1